ClC1=NC=NC(=N1)OC=1C=C(C=CC1)C 2-chloro-4-(m-tolyloxy)-1,3,5-triazine